2,2-difluoro-ethan FC(C)F